N,N''-bis(tert-butyloxycarbonyl)diethylenetriamine C(C)(C)(C)OC(=O)NCCNCCNC(=O)OC(C)(C)C